4-Methoxy-N-[2-(4-methoxyphenyl)-1,3-benzoxazol-5-yl]benzamide COC1=CC=C(C(=O)NC=2C=CC3=C(N=C(O3)C3=CC=C(C=C3)OC)C2)C=C1